phenanthrene nitrogen [N].C1=CC=CC=2C3=CC=CC=C3C=CC12